(R/S)-6-(3-(imidazo[1,2-a]pyridin-3-yl)piperidin-1-yl)-2-isopropylpyrimidin-4-amine N=1C=C(N2C1C=CC=C2)[C@H]2CN(CCC2)C2=CC(=NC(=N2)C(C)C)N |r|